N-methyl-N-(2,2,2-trifluoro-1-(4-methoxyphenyl)ethyl)imidazo[1,2-a]pyrazine-2-sulfonamide CN(S(=O)(=O)C=1N=C2N(C=CN=C2)C1)C(C(F)(F)F)C1=CC=C(C=C1)OC